cyclopropylpyrazin-2-amine C1(CC1)C=1C(=NC=CN1)N